(3S,4R)-4-amino-1-(5-(6-isopropyl-2-methoxypyridin-3-yl)imidazo[2,1-b][1,3,4]thiadiazol-2-yl)pyrrolidin-3-ol N[C@H]1[C@H](CN(C1)C1=NN2C(S1)=NC=C2C=2C(=NC(=CC2)C(C)C)OC)O